C(N)(OC(C)C(CC(C)=O)O)=O 3-hydroxy-5-oxohex-2-yl carbamate